2-[2-(2-{[3-(2,4,6-trioxo-1,3,5-triazinan-1-yl)propanoyl]oxy}ethoxy)ethoxy]ethyl prop-2-enoate C(C=C)(=O)OCCOCCOCCOC(CCN1C(NC(NC1=O)=O)=O)=O